C1(CCCCCC1)O Cycloheptanol